1-(tert-butoxycarbonyl)pyrrol C(C)(C)(C)OC(=O)N1C=CC=C1